ClC1=C(N=CC(=N1)N)SC1=NC=C(N=C1)Cl 6-chloro-5-((5-chloropyrazin-2-yl)thio)pyrazin-2-amine